FC(OC=1N=CC(=NC1)N[C@@H]1C[C@H](CC1)NC1=CC=C(C=N1)N1C(C(=CC=C1)C)=O)F 6'-(((1S,3S)-3-((5-(Difluoromethoxy)pyrazin-2-yl)amino)cyclopentyl)amino)-3-methyl-2H-[1,3'-bipyridin]-2-one